3-Methyl-5-(N-(2-chlorobenzyl)-N-phenethylsulfamoyl)benzofuran-2-carboxylic acid CC1=C(OC2=C1C=C(C=C2)S(N(CCC2=CC=CC=C2)CC2=C(C=CC=C2)Cl)(=O)=O)C(=O)O